N-(3-(1H-imidazol-1-yl)propyl)-3-phenyl-1,2,4-oxadiazole-5-carboxamide N1(C=NC=C1)CCCNC(=O)C1=NC(=NO1)C1=CC=CC=C1